BrC=1C=NC(=C(C#N)C1)OC1CCN(CC1)S(=O)(=O)C 5-bromo-2-((1-(methylsulfonyl)piperidin-4-yl)oxy)nicotinonitrile